N1(CCOCC1)C=1C2=C(N=C(N1)C=1C=C(C=CC1)O)C1=C(O2)N=CC=C1 3-(4-morpholinylpyrido[3',2':4,5]furo[3,2-d]pyrimidin-2-yl)phenol